C1(=CC=CC2=CC=CC=C12)S(=O)(=O)C1=C(C#N)C(=CC=C1)N 2-(1-Naphthylsulfonyl)-6-aminobenzonitrile